FC1=CC=C(/C=C/C2=CC=NC=3C(C(=C(C(C23)=O)NC(CCCC)=O)N2CCOCC2)=O)C=C1 (E)-N-(4-(4-fluorostyryl)-7-morpholino-5,8-dioxo-5,8-dihydroquinolin-6-yl)pentanamide